2-Methyl-5-(5-methyl-1,4,5,6-tetrahydropyridin-2-yl)-2H-indazole CN1N=C2C=CC(=CC2=C1)C=1NCC(CC1)C